C1=C2C(=CN=C1)COC=1C=C(C=CC12)C(=O)NC(C(=O)O)CC1=CC=CC=C1 2-(5H-chromeno[3,4-c]pyridine-8-carbonylamino)-3-phenylpropanoic acid